anilinomethyl-acetic acid N(C1=CC=CC=C1)CCC(=O)O